C(C)(C)(C)OC(NC(C)(C)C(NC(C(=O)N1CC2(C(CC1)=NN(C2=O)C2CC2)CC2=NC=CC=C2)COCC2=CC=CC=C2)=O)=O N-(1-{[3-(benzyloxy)-1-[2-cyclopropyl-3-oxo-3a-(pyridin-2-ylmethyl)-4H,6H,7H-pyrazolo[4,3-c]pyridin-5-yl]-1-oxopropan-2-yl]carbamoyl}-1-methylethyl)carbamic acid tert-butyl ester